Tert-butyl (S)-(1-(4-bromophenyl)ethyl)carbamate BrC1=CC=C(C=C1)[C@H](C)NC(OC(C)(C)C)=O